OC1=CC=C(C=C1)CCC(C)N (4-hydroxyphenyl)-3-aminobutane